C(#N)C=1C(=NC(=C(C(=O)O)C1)S(=O)(=O)C)S(=O)(=O)C 5-Cyano-2,6-bis(methylsulfonyl)nicotinic acid